C1(=CC=CC=C1)C=1C(=C2C(=CC1)N=C1C=CC3=C4C=CC=CC4=NC3=C12)C1=NC=CC=C1C1=NC=CC2=CC=CC=C12 Phenyl(isoquinolinylpyridineyl)indolocarbazole